(E)-(3-(p-fluorophenyl)acryloyl)-D-alanine FC1=CC=C(C=C1)/C=C/C(=O)N[C@H](C)C(=O)O